Cl.Cl.N[C@H](C)C(=O)N D-alaninamide dihydrochloride